2-[4-(Difluoromethyl)-6-[4-[[4-(1-hydroxyethyl)-1-piperidyl]methyl]phenyl]-7-methyl-indazol-2-yl]-2-[(6R)-6-fluoro-6,7-dihydro-5H-pyrrolo[1,2-c]imidazol-1-yl]-N-thiazol-2-yl-acetamide FC(C=1C2=CN(N=C2C(=C(C1)C1=CC=C(C=C1)CN1CCC(CC1)C(C)O)C)C(C(=O)NC=1SC=CN1)C1=C2N(C=N1)C[C@@H](C2)F)F